COC1CC(C1)C(=O)NC1=CC(=C(C=C1)OC=1C=NC(=NC1)N1CCC(CC1)OC)C 3-Methoxy-N-(4-((2-(4-methoxypiperidin-1-yl)pyrimidin-5-yl)oxy)-3-methylphenyl)cyclobutane-1-carboxamide